N-((1R)-3-Cyano-3-azabicyclo[3.2.0]heptan-1-yl)-5-(4-((4-fluorophenyl)thio)pyridin-3-yl)-1H-pyrazol-3-carboxamid C(#N)N1C[C@]2(CCC2C1)NC(=O)C1=NNC(=C1)C=1C=NC=CC1SC1=CC=C(C=C1)F